N-[(3R)-6-[2-[(2S)-3,3-difluoro-2-methyl-azetidin-1-yl]-7,7-difluoro-5,6-dihydrocyclopenta[d]pyrimidin-4-yl]-1,1-dioxo-2,3-dihydrobenzothiophen-3-yl]methanesulfonamide FC1([C@@H](N(C1)C=1N=C(C2=C(N1)C(CC2)(F)F)C2=CC1=C([C@H](CS1(=O)=O)NS(=O)(=O)C)C=C2)C)F